3-fluoro-4-[4-[(4-formylphenyl)methyl]piperazin-1-yl]benzonitrile FC=1C=C(C#N)C=CC1N1CCN(CC1)CC1=CC=C(C=C1)C=O